tert-Butyl (1-(3-(cyclopropanesulfonamido)-5-(7'-fluoro-3'-methyl-2'-oxo-2',3'-dihydrospiro[cyclobutane-1,1'-pyrrolo[2,3-c]quinolin]-8'-yl)pyridin-2-yl)azetidin-3-yl)(methyl)carbamate C1(CC1)S(=O)(=O)NC=1C(=NC=C(C1)C1=CC=2C3=C(C=NC2C=C1F)N(C(C31CCC1)=O)C)N1CC(C1)N(C(OC(C)(C)C)=O)C